C(C)N(C)[Ta+2](N(CC)C)N(CC)C tris(ethylmethylamino)tantalum (V)